ClC1=CN=CC(=N1)OCC1=C(C=C(C#N)C=C1)F 4-(((6-chloropyrazin-2-yl)oxy)methyl)-3-fluorobenzonitrile